5-chloro-N2-(4-((cis)-2,6-dicyclobutyl-1-methyl-1,2,3,6-tetrahydropyridin-4-yl)-2-isopropoxy-5-methylphenyl)-N4-(2-(isopropylsulfonyl)phenyl)pyrimidine-2,4-diamine ClC=1C(=NC(=NC1)NC1=C(C=C(C(=C1)C)C=1C[C@@H](N([C@@H](C1)C1CCC1)C)C1CCC1)OC(C)C)NC1=C(C=CC=C1)S(=O)(=O)C(C)C